6-(4-hydroxyphenyl)-5-thioxo-5,6-dihydrothiazolo[4,5-d]pyrimidin-7(4H)-one OC1=CC=C(C=C1)N1C(NC2=C(C1=O)SC=N2)=S